N-(4-cyanobenzyl)-8-((1-(N-methoxy-N-methylsulfamoyl)cyclopropyl)methoxy)-1-methyl-2-oxo-1,2-dihydropyrido[2,3-d]pyridazine-3-carboxamide C(#N)C1=CC=C(CNC(=O)C2=CC=3C(=C(N=NC3)OCC3(CC3)S(N(C)OC)(=O)=O)N(C2=O)C)C=C1